FC(COC1=C(C=C(C(=N1)OC)NS(=O)(=O)C1=CN=C2N1CCC(C2C)C)F)F N-[6-(2,2-difluoroethoxy)-5-fluoro-2-methoxy-3-pyridyl]-7,8-dimethyl-5,6,7,8-tetrahydroimidazo[1,2-a]pyridine-3-sulfonamide